4-chloro-2,7-dimethyl-5-(4,4,5,5-tetramethyl-1,3,2-dioxaborolan-2-yl)-2H-indazole ClC=1C2=CN(N=C2C(=CC1B1OC(C(O1)(C)C)(C)C)C)C